CC=1C=CC(=NC1CN1CCCC1)NC1=CC2=C(C=N1)SC(=N2)C=2C=NC=CC2 5-Methyl-N-[2-(pyridin-3-yl)-[1,3]thiazolo[5,4-c]pyridin-6-yl]-6-[(pyrrolidin-1-yl)methyl]pyridin-2-amine